BrC=1C=C(CC=2C=C(SC2Cl)C(=O)C=2C=NC=NC2)C=CC1 5-{[4-(3-bromobenzyl)-5-chloro-2-thienyl]carbonyl}pyrimidin